NCCOCCOCCC(=O)NC1=C2C=CN(C2=CC=C1C(=O)NC1=NC=C(C=C1)C)S(=O)(=O)C1=CC=C(C)C=C1 4-(3-(2-(2-aminoethoxy)ethoxy)propionylamino)-N-(5-methylpyridin-2-yl)-1-tosyl-1H-indole-5-carboxamide